4-(tert-butyl)2-ethyl-1-(4-((1H-pyrazol-1-yl)methyl)-2-aminobenzyl)-1H-imidazole-2,4-dicarboxylic acid C(C)(C)(C)C1(NC(N(C1)CC1=C(C=C(C=C1)CN1N=CC=C1)N)(C(=O)O)CC)C(=O)O